C(C)NS(=O)(=O)N1CC2=CC(=CC=C2CC1)OC1=CC=C(C=C1)C(F)(F)F N-ethyl-7-(4-(trifluoromethyl)phenoxy)-3,4-dihydroisoquinoline-2(1H)sulfonamide